C(N)(=N)C1=C(C(=C(C(=O)[O-])C=C1)C1=CC2=CC=CC=C2C=C1)NC(=N)N amidino-2-naphthyl-3-guanidinobenzoate